3-({4-[3-({4-[4-(3-aminopropanamido)-1-methylimidazole-2-amido]-1-methylpyrrol-2-yl}formamido)propanamido]-1-methylimidazol-2-yl}formamido)propanoic acid NCCC(=O)NC=1N=C(N(C1)C)C(=O)NC=1C=C(N(C1)C)C(=O)NCCC(=O)NC=1N=C(N(C1)C)C(=O)NCCC(=O)O